6-(methyl-d3)-2,3,4,4a,6,8-hexahydro-1H-pyrazino[1',2':4,5]pyrazino[2,3-c][1,8]naphthyridine-5,7-dione C(N1C(C2N(C3=C1C(NC=1N=CC=CC31)=O)CCNC2)=O)([2H])([2H])[2H]